COC=1C=C2C(=NC=NC2=CC1OC)OC1=C(C=C(C=C1)C1C=2N(CCC1)N(C(C2C(=O)N)=O)C2=CC=CC=C2)F (4-((6,7-dimethoxyquinazolin-4-yl)oxy)-3-fluorophenyl)-2-oxo-1-phenyl-1,2,4,5,6,7-hexahydropyrazolo[1,5-a]pyridine-3-carboxamide